S(N)(=O)(=O)C=1C=C(C=CC1)NC(OC1=CC=CC=C1)=O phenyl (3-sulfamoylphenyl)carbamate